4H-Thieno[3,2-c]thiochromene-2-carboxylic acid 5,5-dioxide S1C(=CC=2CS(C=3C=CC=CC3C21)(=O)=O)C(=O)O